ClN1N2C(=CC=C1)N=CC2C(=O)OCC ethyl 5-chloroimidazo[1,2-b]pyridazine-3-carboxylate